(1R,2S)-2-isopropyl-(1'S,2'S)-5'-(hydroxymethyl)-2'-isopropyl-4-pentyl-1',2',3',4'-tetrahydro-[1,1'-biphenyl]-2,6-diol C(C)(C)[C@]1([C@@H](C(=CC(=C1)CCCCC)O)[C@H]1[C@@H](CCC(=C1)CO)C(C)C)O